N-(1-(3-methyl-1,2,4-oxadiazol-5-yl)ethyl)-6-(5-methylpyridin-2-yl)pyrido[3,2-d]pyrimidin-4-amine CC1=NOC(=N1)C(C)NC=1C2=C(N=CN1)C=CC(=N2)C2=NC=C(C=C2)C